N,N',N'',N'''-tetraallylbutanetetracarboxamide C(C=C)NC(=O)CC(CCC(=O)NCC=C)(C(=O)NCC=C)C(=O)NCC=C